NC=1C(=C(C=C2C=C(N=CC12)NC(=O)[C@H]1[C@@H](C1)C#N)C=1C=NC=CC1C)C |r| (±)-trans-N-(8-amino-7-methyl-6-(4-methylpyridin-3-yl)isoquinolin-3-yl)-2-cyanocyclopropane-1-carboxamide